9-(4-(5-acetyl-3-(7-(difluoromethyl)-6-(1-methyl-1H-pyrazol-4-yl)-3,4-dihydroquinolin-1(2H)-yl)-4,5,6,7-tetrahydro-1H-pyrazolo[4,3-c]pyridin-1-yl)piperidin-1-yl)-9-oxononanoic acid C(C)(=O)N1CC2=C(CC1)N(N=C2N2CCCC1=CC(=C(C=C21)C(F)F)C=2C=NN(C2)C)C2CCN(CC2)C(CCCCCCCC(=O)O)=O